(4-(octyloxy)phenyl)(phenyl)iodonium hexafluorophosphate F[P-](F)(F)(F)(F)F.C(CCCCCCC)OC1=CC=C(C=C1)[I+]C1=CC=CC=C1